5-chloro-pyrazolo[1,5-a]pyrimidine-3-carbonyl chloride ClC1=NC=2N(C=C1)N=CC2C(=O)Cl